C(C)(C)(C)OC(\C=C\C(=O)N1CCC(CC1)C=1C=CN2N=CN=C(C21)NC2=CC(=C(C=C2)OC2=CC=1N(C=C2)N=CN1)C)=O.C(C)(C)(C)C=1C=CC=2CC3=CC=C(C=C3C2C1)C(C)(C)C 3,6-di(t-butyl)fluorene tert-butyl-(E)-4-(4-(4-((4-([1,2,4]triazolo[1,5-a]pyridin-7-yloxy)-3-methylphenyl)amino)pyrrolo[2,1-f][1,2,4]triazin-5-yl)piperidin-1-yl)-4-oxobut-2-enoate